5-fluoro-4-methoxy-7-methyl-8,14-dioxa-10,19,20-triazatetracyclo[13.5.2.12,6.018,21]tricosa-1(20),2(23),3,5,15(22),16,18(21)-heptaen-9-one FC=1C(=CC=2C3=NNC=4C=CC(OCCCNC(OC(C1C2)C)=O)=CC34)OC